N-(2-(5-Isobutyl-1H-indol-3-yl)ethyl)acetamide C(C(C)C)C=1C=C2C(=CNC2=CC1)CCNC(C)=O